2-[[5-(4-chloro-2-fluoro-phenyl)-3-methyl-triazol-4-yl]methyl]-5-[3-(2-pyridinyloxy)azetidin-1-yl]pyridazin-3-one ClC1=CC(=C(C=C1)C1=C(N(N=N1)C)CN1N=CC(=CC1=O)N1CC(C1)OC1=NC=CC=C1)F